ClC1=NC=C(C(=N1)C=1C=NN(C1)C1=CC=C(C=C1)F)F 2-chloro-5-fluoro-4-(1-(4-fluorophenyl)-1H-pyrazol-4-yl)pyrimidine